Diisopentyl 9,9'-((3-((2-(4-(2-((4-(bis(2-hydroxy-7-(isopentyloxy)-7-oxoheptyl)amino)-butanoyl)oxy)ethyl)piperazin-1-yl)ethyl)disulfaneyl)propyl)azanediyl)bis(8-hydroxynonanoate) OC(CN(CCCC(=O)OCCN1CCN(CC1)CCSSCCCN(CC(CCCCCCC(=O)OCCC(C)C)O)CC(CCCCCCC(=O)OCCC(C)C)O)CC(CCCCC(OCCC(C)C)=O)O)CCCCC(=O)OCCC(C)C